C1=C(C=CC2=CC=CC=C12)CCC=1NC2=C(N1)C=CC=C2 2-[2-(2-Naphthyl)ethyl]benzimidazole